(1-bromo-7-(trifluoromethyl)indolizin-3-yl)(phenyl)methanone BrC=1C=C(N2C=CC(=CC12)C(F)(F)F)C(=O)C1=CC=CC=C1